3-[Benzimidazol-2-ylidene-(3-fluorophenyl)methyl]-5-[(1-ethylpiperidin-4-yl)amino]-1H-indol-2-ol N=1C(N=C2C1C=CC=C2)=C(C2=C(NC1=CC=C(C=C21)NC2CCN(CC2)CC)O)C2=CC(=CC=C2)F